cyclopenta[D]Pyrimidine N1C=NC=C2C1=CC=C2